2-(3-Fluorophenyl)-N-[(2S,3S)-3-hydroxybutan-2-yl]-3-oxo-6-[2-(trifluoromethyl)pyrimidin-5-yl]-2,3-dihydropyridazin-4-carboxamid FC=1C=C(C=CC1)N1N=C(C=C(C1=O)C(=O)N[C@@H](C)[C@H](C)O)C=1C=NC(=NC1)C(F)(F)F